ClC=1C=C(C(=O)NC(C)C2=CN=C(S2)C2=CC(=NC=C2)C(F)(F)F)C=CC1 3-chloro-N-(1-(2-(2-(trifluoromethyl)pyridin-4-yl)thiazol-5-yl)ethyl)-benzamide